C(CCCCCCCCCCCCCCCCCCC)(=O)N[C@@H](CC1=CC=C(C=C1)O)C(=O)O N-arachidoyl-tyrosine